ClC1=C(N)C(=CC(=C1)C(C1=CC=CC=C1)C1=CC=CC=C1)C(C1=CC=CC=C1)C1=CC=CC=C1 2-chloro-4,6-bis(benzhydryl)aniline